(S)-3-chloro-4-((3,5-difluoropyridin-2-yl)methoxy)-2'-(1-(1-hydroxy-2-methylpropan-2-yl)-1H-pyrazol-3-yl)-5',6-dimethyl-2H-[1,4'-bipyridin]-2-one ClC=1C(N(C(=CC1OCC1=NC=C(C=C1F)F)C)C1=CC(=NC=C1C)C1=NN(C=C1)C(CO)(C)C)=O